2-bromo-1-(5,6-dimethoxybenzo[b]thiophen-2-yl)ethanone BrCC(=O)C1=CC2=C(S1)C=C(C(=C2)OC)OC